3-(isobutyryloxy)tetrahydrofuran C(C(C)C)(=O)OC1COCC1